OC1C2C3CC3C(C1)O2 6-hydroxy-8-oxatricyclo[3.2.1.02,4]octane